3-[3-methyl-5-(propan-2-yl)-1,2-thiazol-4-yl]Urea CC1=NSC(=C1NC(N)=O)C(C)C